di(chloromethyl)silane ClC[SiH2]CCl